4,6-dichloro-2-methyl-5-aminopyrimidine ClC1=NC(=NC(=C1N)Cl)C